B([O-])([O-])[O-].[NH+]=1NC=CC1.[NH+]=1NC=CC1.[NH+]=1NC=CC1 Pyrazolium-borate salt